CC1=C(NC)C=CC(=C1)C 2,N-dimethyl-p-toluidine